N1(CCNCCC1)C1=NC=C(C(=N1)OCC)C(=O)NC=1C=C(C=2N(C1)C=C(N2)C)F 2-(1,4-diazepan-1-yl)-4-ethoxy-N-{8-fluoro-2-methylimidazo[1,2-a]pyridin-6-yl}pyrimidine-5-carboxamide